((1S)-2-((1S,3S,5S)-3-cyano-2-azabicyclo[3.1.0]hexane-2-yl)-1-((1S,3R,5S)-3-(2-(2-hydroxyethoxy) ethoxy) adamantan-1-yl)-2-oxoethyl) carbamate C(N)(O[C@H](C(=O)N1[C@H]2C[C@H]2C[C@H]1C#N)C12CC3(C[C@@H](CC(C1)C3)C2)OCCOCCO)=O